C(C1=CC=CC=C1)NC(N(C1=CC=C(C=C1)C1=CC(=CC=C1)OC)[C@@H]1CC[C@H](CC1)NC1=NC=C(C=C1)C#N)=O 3-benzyl-1-(trans-4-((5-cyanopyridin-2-yl)amino)cyclohexyl)-1-(3'-methoxybiphenyl-4-yl)urea